CC(C(C)O)NC1=NC(=NC(=N1)NC1=CC(=NC=C1)C(F)(F)F)C1=NC=CC(=N1)C(F)(F)F methyl-1-((4-((2-(trifluoromethyl)pyridin-4-yl)amino)-6-(4-(trifluoromethyl)pyrimidin-2-yl)-1,3,5-triazin-2-yl)amino)propan-2-ol